6-chloro-1H-indole-7-carbonitrile ClC1=CC=C2C=CNC2=C1C#N